S1C(=CC=C1)CNC1=C2N=CNC2=NC=N1 6-((thiophen-2-ylmethyl)amino)-9H-purin